C(N)(OC1=C(C(=CC=C1)SC(C)C)C(C)(C)C)=O Tert-butyl-(3-(isopropylthio) phenyl) carbamate